6'-(((1S,3S)-3-((5-Chloropyrazin-2-yl)amino)cyclopentyl)amino)-3-methyl-2H-[1,3'-bipyridin]-2-one ClC=1N=CC(=NC1)N[C@@H]1C[C@H](CC1)NC1=CC=C(C=N1)N1C(C(=CC=C1)C)=O